C(C)SP(OCC)O.CN(CCC1=C(NC(=C1C(=O)N)C1=C(C=CC=C1)[N+](=O)[O-])C1=CC(=CC=C1)OC(F)(F)F)C (2-(dimethylamino)ethyl)-5-(2-nitrophenyl)-2-(3-(trifluoromethoxy)phenyl)Azole-4-carboxamide diethyl-thiophosphite